N-(4-(2-fluoro-4-(3-(3-fluorophenethyl)ureido)phenoxy)-7-methoxyquinazolin-6-yl)pentanamide 7-(methoxycarbonyl)-2-oxo-1-phenyl-1,2-dihydroquinoline-3-carboxylate COC(=O)C1=CC=C2C=C(C(N(C2=C1)C1=CC=CC=C1)=O)C(=O)O.FC1=C(OC2=NC=NC3=CC(=C(C=C23)NC(CCCC)=O)OC)C=CC(=C1)NC(=O)NCCC1=CC(=CC=C1)F